1-(4-bromo-phenyl)-naphthalene BrC1=CC=C(C=C1)C1=CC=CC2=CC=CC=C12